1-(4-Ethynyl-3,6-dihydropyridin-1(2H)-yl)-2-methoxyethan-1-one C(#C)C=1CCN(CC1)C(COC)=O